acryloxyoctyldichloromethylsilane C(C=C)(=O)OCCCCCCCC[SiH2]C(Cl)Cl